COC=1C=C(CC(CO)C(CO)CC2=CC(=C(C=C2)O)OC)C=CC1O 2,3-bis(3-methoxy-4-hydroxybenzyl)butane-1,4-diol